FC1=NC(=CC=C1)OC 2-fluoro-6-methoxy-pyridine